C(C1=CC=CC=C1)N(C(=O)C1=C(C=C(C=C1)C1=C(C=CC=C1)C(F)(F)F)CC(=O)O)C 2-(4-(benzyl(methyl)carbamoyl)-2'-(trifluoromethyl)-[1,1'-biphenyl]-3-yl)acetic acid